C(C)OC1=NC=CC=C1C1=CC(=C2C(=N1)C=NN2C(C)C)NCC2=CC=NC=C2 5-(2-ethoxy-3-pyridyl)-1-isopropyl-N-(4-pyridylmethyl)pyrazolo[4,3-b]pyridin-7-amine